ClC1=NC(=CC(=N1)OC1CNCC2=CC=CC=C12)C1=C(C=CC=C1C)C 4-[2-Chloro-6-(2,6-dimethylphenyl)pyrimidin-4-yl]oxy-1,2,3,4-tetrahydroisoquinoline